4-chloro-2-methyl-6-(1-methylcyclobutoxy)-6,7-dihydrofuro[3,2-g]quinazoline ClC1=NC(=NC2=CC3=C(C=C12)C(CO3)OC3(CCC3)C)C